ClC(C)C1=C(C=C2C(=N1)OCC2)F (+)-6-(1-chloroethyl)-5-fluoro-2,3-dihydrofuro[2,3-b]Pyridine